4-(bis(2-chloroethyl)amino)benzaldehyde ClCCN(C1=CC=C(C=O)C=C1)CCCl